N-(4-(5-(1-propenoyl-1,2,3,6-tetrahydropyridin-4-yl)-7H-pyrrolo[2,3-d]pyrimidin-4-yl)-2-fluorobenzyl)-4-(tert-butyl)benzamide C(C=C)(=O)N1CCC(=CC1)C1=CNC=2N=CN=C(C21)C2=CC(=C(CNC(C1=CC=C(C=C1)C(C)(C)C)=O)C=C2)F